C(C1=CC=CC=C1)OC=1C=CC2=C(C(=C(O2)C)C(=O)N2CCN(CC2)C2=NC=CC=C2)C1 (5-(benzyloxy)-2-methylbenzofuran-3-yl)(4-(pyridin-2-yl)piperazin-1-yl)methanone